(2S,11aR)-2-((8-fluoro-2-oxo-1,2,3,4-tetrahydroquinolin-7-yl)oxy)-6-isopropoxy-8-methyl-2,3,11,11a-tetrahydro-1H,5H-benzo[f]pyrrolo[2,1-c][1,4]oxazepin-5-one FC=1C(=CC=C2CCC(NC12)=O)O[C@H]1C[C@@H]2COC3=C(C(N2C1)=O)C(=CC(=C3)C)OC(C)C